[Br-].FC([N+]1=CC(=CC=C1)Br)F 1-(difluoromethyl)-3-bromopyridinium bromide